methyl (S)-2-(2,6-difluoro-4-((R)-3-(trifluoromethyl)morpholino) benzamido)-3-(7-(1,3,6-trimethyl-2,4-dioxo-1,2,3,4-tetrahydropyrimidin-5-yl)-1,3-dihydro isobenzofuran-4-yl)propanoate FC1=C(C(=O)N[C@H](C(=O)OC)CC2=C3COCC3=C(C=C2)C=2C(N(C(N(C2C)C)=O)C)=O)C(=CC(=C1)N1[C@H](COCC1)C(F)(F)F)F